OC(CCCC)C1=C(C(=O)[O-])C=CC=C1 2-(α-hydroxypentyl)benzoate